BrC=1C=NN(C1)C=1C=C(C=CC1C)NC(C1=CC(=CC=C1)C(F)(F)F)=O N-(3-(4-bromo-1H-pyrazol-1-yl)-4-methylphenyl)-3-(trifluoromethyl)benzamide